CN1N=C(C2=CC=C(C=C12)[C@]12CCN([C@@H]2CCCC1)C)C |r| 1,3-dimethyl-6-[rac-(3aR,7aR)-1-methyl-3,4,5,6,7,7a-hexahydro-2H-indol-3a-yl]indazole